calcium-copper-cobalt [Co].[Cu].[Ca]